BrCCCCCC(=O)NS(=O)(=O)C 6-bromo-N-(methylsulfonyl)hexanamide